tert-butyl 3-(2-nitro-4-(trifluoromethyl)phenyl)-5,6-dihydropyridine-1(2H)-carboxylate [N+](=O)([O-])C1=C(C=CC(=C1)C(F)(F)F)C=1CN(CCC1)C(=O)OC(C)(C)C